3-(dimethylamino)-N-(4-((5-(3-fluoro-4-hydroxyphenyl)-1H-pyrazol-3-yl)amino)-3-methylphenyl)propanamide CN(CCC(=O)NC1=CC(=C(C=C1)NC1=NNC(=C1)C1=CC(=C(C=C1)O)F)C)C